(S)-11-((R)-1-cyclobutylpyrrolidin-3-yl)-4-ethyl-8-fluoro-4-hydroxy-9-(hydroxymethyl)-1,12-dihydro-14H-pyrano[3',4':6,7]indolizino[2,1-b]quinoline-3,6,14(4H,11H)-trione C1(CCC1)N1C[C@@H](CC1)N1C2=C(C(C3=CC(=C(C=C13)CO)F)=O)C1=CC3=C(C(N1C2)=O)COC([C@]3(O)CC)=O